4-hydroxy-1-methyl-7-phenoxyisoquinoline-3-carboxylic acid methyl ester COC(=O)C=1N=C(C2=CC(=CC=C2C1O)OC1=CC=CC=C1)C